propan-2-amine-1,2,3-13C3 [13CH3][13CH]([13CH3])N